tert-butyl (3S)-3-(2-methylphenyl)piperazine-1-carboxylate CC1=C(C=CC=C1)[C@H]1CN(CCN1)C(=O)OC(C)(C)C